C1(C(C(C(C(C1)([2H])[2H])([2H])[2H])([2H])[2H])([2H])[2H])([2H])C1=C(C(=NC=C1)[2H])C1(C(C(C(C(C1)([2H])[2H])([2H])[2H])([2H])[2H])([2H])[2H])[2H] (diphenyl-d9)pyridine-d